C(C)(C)(C)OC(=O)N1CCC(CC1)O\C=C\C(=O)OC.NC1=NC=C2NC=NC2=N1 aminopurine tert-butyl-(E)-4-((3-methoxy-3-oxoprop-1-en-1-yl)oxy)piperidine-1-carboxylate